(racemic)-methyl (3R,4R)-3,4-diazidocyclohexanecarboxylate N(=[N+]=[N-])[C@@H]1C[C@@H](CC[C@H]1N=[N+]=[N-])C(=O)OC |&1:5|